hydroxy-pyrrolidine-2-carboxamide ON1C(CCC1)C(=O)N